NC1=NC(=NC(=C1)C)NCCCC(F)(F)C1CCN(CC1)C(=O)OC(C)(C)C tert-butyl 4-(4-((4-amino-6-methylpyrimidin-2-yl)amino)-1,1-difluorobutyl)piperidine-1-carboxylate